COCC=1C=C(C=C(C1O)COC)S(=O)(=O)C1=CC(=C(C(=C1)COC)O)COC bis[3,5-bis(methoxymethyl)-4-hydroxyphenyl] sulfone